N-(4-Methoxy-pyridin-2-yl)-5-methyl-2-(1-methyl-1H-imidazol-2-yl)-6-(pyridin-3-yl)pyrrolo[2,1-f][1,2,4]triazin-4-amine COC1=CC(=NC=C1)NC1=NC(=NN2C1=C(C(=C2)C=2C=NC=CC2)C)C=2N(C=CN2)C